C(#N)[C@H]1N(CSC1)C(CNC(=O)C1=CC=NC2=CC=C(C=C12)N1CC2(CC2)C[C@@H]1CF)=O N-(2-((R)-4-cyanothiazolidin-3-yl)-2-oxoethyl)-6-((R)-6-(fluoromethyl)-5-azaspiro[2.4]heptane-5-yl)quinoline-4-carboxamide